C(C1=CC=CC=C1)N1N=CC=C1B1OC(C(O1)(C)C)(C)C 1-benzyl-5-(4,4,5,5-tetramethyl-1,3,2-dioxaborolan-2-yl)-1H-pyrazole